BrC=1C(=C(C=CC1)N(S(=O)(=O)CCC)S(=O)(=O)CCC)Cl N-(3-bromo-2-chlorophenyl)-N-(propylsulfonyl)-propane-1-sulfonamide